C(CCCCCC)C=1C(=CC2=C(N=CS2)C1)O 5-HEPTYL-6-HYDROXY-1,3-BENZOTHIAZOLE